N-[3-[[4-[[2-(6-methyl-2-pyridyl)pyrimidin-4-yl]amino]pyrimidin-2-yl]amino]phenyl]pyrrolidine-3-carboxamide CC1=CC=CC(=N1)C1=NC=CC(=N1)NC1=NC(=NC=C1)NC=1C=C(C=CC1)NC(=O)C1CNCC1